1-(3-chloro-4-(4,4,5,5-tetramethyl-1,3,2-dioxaborolan-2-yl)phenyl)-3-methylpyridin ClC=1C=C(C=CC1B1OC(C(O1)(C)C)(C)C)N1CC(=CC=C1)C